3,7-dimethyl-1,6-octadiene CC(C=C)CCC=C(C)C